1-(1Z-octadecenyl)-2-(8Z,11Z,14Z-eicosatrienoyl)-glycero-3-phosphocholine CCCCCCCCCCCCCCCC/C=C\OC[C@H](COP(=O)([O-])OCC[N+](C)(C)C)OC(=O)CCCCCC/C=C\C/C=C\C/C=C\CCCCC